2-hydroxy-3-methylimidazo[1,2-a]pyridine-7-carboxylic acid ethyl ester C(C)OC(=O)C1=CC=2N(C=C1)C(=C(N2)O)C